C(=O)(O)N carboxyammonia